methyl (1R,2S,5S)-3-[(2S)-2-(cyclopropanecarbonylamino)-3,3-dimethyl-butanoyl]-6,6-dimethyl-3-azabicyclo[3.1.0]hexane-2-carboxylate C1(CC1)C(=O)N[C@H](C(=O)N1[C@@H]([C@H]2C([C@H]2C1)(C)C)C(=O)OC)C(C)(C)C